(S)-3-((S)-2-((((3-chlorobenzyl)oxy)carbonyl)amino)-4-methylpentanamido)-2-oxo-4-((S)-2-oxopyrrolidin-3-yl)butyl 2-phenylacetate C1(=CC=CC=C1)CC(=O)OCC([C@H](C[C@H]1C(NCC1)=O)NC([C@H](CC(C)C)NC(=O)OCC1=CC(=CC=C1)Cl)=O)=O